[N+](=O)([O-])C1=CC=C(C=N1)N1CCC(CC1)CO 1-(6-nitropyridin-3-yl)piperidin-4-methanol